5-(4,4-difluorocyclohexyl)-8-methoxy-7-(trifluoromethyl)-3-(3,3,3-trifluoropropyl)-2,3,4,5-tetrahydrobenzo[f][1,2,5]thiadiazepine 1,1-dioxide FC1(CCC(CC1)N1CC(NS(C2=C1C=C(C(=C2)OC)C(F)(F)F)(=O)=O)CCC(F)(F)F)F